2-(4-chlorophenoxy)-N-{4-[9-(4-{[(4-chlorophenoxy)acetyl]amino}phenyl)-9H-fluorene-9-yl]phenyl}acetamide ClC1=CC=C(OCC(=O)NC2=CC=C(C=C2)C2(C3=CC=CC=C3C=3C=CC=CC23)C2=CC=C(C=C2)NC(COC2=CC=C(C=C2)Cl)=O)C=C1